2-(pyrrolidin-1-yl)-6-(trifluoromethyl)benzaldehyde N1(CCCC1)C1=C(C=O)C(=CC=C1)C(F)(F)F